O=O.[Sn] tin dioxideN